OC1(CCN(CC12CCCC2)C(=O)OC(C)(C)C)CN2C(CC(C2)C2=CC=CC=C2)=O tert-butyl 10-hydroxy-10-((2-oxo-4-phenylpyrrolidin-1-yl)methyl)-7-azaspiro[4.5]decane-7-carboxylate